ClC1=CC(=NC=C1)C(\C=C\N(C)C)=O (e)-1-(4-chloropyridin-2-yl)-3-(dimethylamino)prop-2-en-1-one